3-(1-methyl-7-(3-(piperazin-1-yl)azetidin-1-yl)-1H-indazol-3-yl)piperidine-2,6-dione CN1N=C(C2=CC=CC(=C12)N1CC(C1)N1CCNCC1)C1C(NC(CC1)=O)=O